C(C)(C)N1CCN(CC1)C1=C(C=C(C=N1)NC=1C(=NC(=C(N1)NC)C=1C2=C(C=NC1)N(C=N2)C)C(=O)N)C 3-[[6-(4-Isopropylpiperazin-1-yl)-5-methyl-3-pyridyl]amino]-5-(methylamino)-6-(3-methylimidazo[4,5-c]pyridin-7-yl)pyrazin-2-carboxamid